4-((3-chloro-1,4-dioxo-1,4-dihydronaphthalen-2-ylamino)methyl)-N-cyclopentylbenzamide ClC1=C(C(C2=CC=CC=C2C1=O)=O)NCC1=CC=C(C(=O)NC2CCCC2)C=C1